tert-butyl ((3S,4S)-8-(5-((2-chloro-3-((N-(phenylcarbamoyl)sulfamoyl)amino)-phenyl)thio)pyrazin-2-yl)-3-methyl-2-oxa-8-azaspiro[4.5]decan-4-yl)carbamate ClC1=C(C=CC=C1NS(NC(NC1=CC=CC=C1)=O)(=O)=O)SC=1N=CC(=NC1)N1CCC2([C@@H]([C@@H](OC2)C)NC(OC(C)(C)C)=O)CC1